1,2-Dibutyroyl-sn-Glycero-3-Phosphocholine C(CCC)(=O)OC[C@@H](OC(CCC)=O)COP(=O)([O-])OCC[N+](C)(C)C